ClC=1C=NN(C(C1Cl)=O)CC(=O)NC1=CC(=C(C=C1)F)S(=O)(=O)N1CCN(CCC1)C 2-(4,5-dichloro-6-oxopyridazin-1(6H)-yl)-N-(4-fluoro-3-((4-methyl-1,4-diazepan-1-yl)sulfonyl)phenyl)acetamide